3,5-diamino-6-chloropyrazine-2-carboxamide NC=1C(=NC(=C(N1)N)Cl)C(=O)N